FC=1C=C2C(NN=C(C2=CC1F)C(C)N(C(=O)C=1NC2=CC(=C(C=C2C1)F)F)C)=O N-(1-(6,7-difluoro-4-oxo-3,4-dihydrophthalazin-1-yl)ethyl)-5,6-difluoro-N-methyl-1H-indole-2-carboxamide